[C@H]12C([C@H]3CC[C@H](C[C@H]31)C2)=CC(=O)OCC ethyl 2-((1R,3S,6R,8R)-tricyclo[4.2.1.03,8]nonan-2-ylidene)acetate